C(CCCCCCC\C=C/CCCCCCCC)(=O)N(CCC)C(CCCCCCC\C=C/CCCCCCCC)=O dioleoylpropylamine